methyl(pyrimidin-5-yl)(((6-(5-(trifluoromethyl)-1,2,4-oxadiazol-3-yl)imidazo[1,2-a]pyridin-2-yl)methyl)imino)-λ6-sulfanone CS(=O)(=NCC=1N=C2N(C=C(C=C2)C2=NOC(=N2)C(F)(F)F)C1)C=1C=NC=NC1